OC=1C(=C(C=CC1)C=1C=C(SC1)C(=O)NC1=CC(=CC=C1)NS(=O)(=O)C)C 4-(3-hydroxy-2-methylphenyl)-N-(3-methanesulfonamidophenyl)thiophene-2-carboxamide